6-([2,2'-bipyridin]-3-yl)quinazolin-4-amine N1=C(C(=CC=C1)C=1C=C2C(=NC=NC2=CC1)N)C1=NC=CC=C1